4-bromo-5-((2-(trimethylsilyl)ethoxy)methyl)-6,7,8,9-tetrahydrocyclohepta[b]indol-10(5H)-one BrC=1C=CC=C2C3=C(N(C12)COCC[Si](C)(C)C)CCCCC3=O